(1s,2r,5s)-2-isopropyl-5-methylcyclohexyl-2-bromopropionate C(C)(C)[C@@H]1[C@H](C[C@H](CC1)C)OC(C(C)Br)=O